(9H-fluoren-9-yl)methyl 3-(3-hydroxypropoxy)-3-[4-(methoxymethyl)-1,2-dicobaltatricyclo[1.1.0.02,4]butan-3-yl]azetidine-1-carboxylate OCCCOC1(CN(C1)C(=O)OCC1C2=CC=CC=C2C=2C=CC=CC12)C12[Co]3[Co]2C13COC